2-(perfluorohexyl)ethylamine FC(C(C(C(C(C(F)(F)F)(F)F)(F)F)(F)F)(F)F)(CCN)F